6-amino-3-bromo-2-chloro-benzoic acid NC1=CC=C(C(=C1C(=O)O)Cl)Br